ClCCCCCCN[C@@H](C)C(=O)N[C@@H](CCCCN)C(=O)O chlorohexylalanyl-lysine